N-(2-(4-(3,3-dimethylbutanoyl)piperazin-1-yl)phenyl)-3,4-dimethylbenzenesulfonamide CC(CC(=O)N1CCN(CC1)C1=C(C=CC=C1)NS(=O)(=O)C1=CC(=C(C=C1)C)C)(C)C